(bromodifluoromethyl)(2-(4-trifluoromethylphenoxy) ethyl) selenoether BrC(F)(F)[Se]CCOC1=CC=C(C=C1)C(F)(F)F